ClC=1N=CC2=CC(=NC=C2C1)C1=C(C(=CC(=C1F)OC)OC)F 3-chloro-7-(2,6-difluoro-3,5-dimethoxyphenyl)-2,6-naphthyridine